2-(2,6-dioxopiperidin-3-yl)-5-(4-[[1-(5-[5-methyl-5H-pyrido[4,3-b]indol-7-yl]pyridin-2-yl)piperidin-4-yl]methyl]piperazin-1-yl)-2,3-dihydro-1H-isoindole-1,3-dione O=C1NC(CCC1N1C(C2=CC=C(C=C2C1=O)N1CCN(CC1)CC1CCN(CC1)C1=NC=C(C=C1)C=1C=CC=2C3=C(N(C2C1)C)C=CN=C3)=O)=O